[Ag].[Nb].[Ti].[Sn] tin-titanium-niobium-silver